COC=1C=C2CCC[C@](C2=CC1)(O)C |r| rac-6-methoxy-1-methyl-1,2,3,4-tetrahydronaphthalen-1-ol